(S)-N-((R)-8,9-difluoro-6-oxo-1,4,5,6-tetrahydro-2H-pyrano[3,4-c]isoquinolin-1-yl)-4,6-difluoro-N-methylindoline-2-carboxamide FC=1C(=CC=2C3=C(NC(C2C1)=O)COC[C@@H]3N(C(=O)[C@H]3NC1=CC(=CC(=C1C3)F)F)C)F